3-oxo-1-(o-tolyl)isoindoline-5-carboxylic acid methyl ester COC(=O)C=1C=C2C(NC(C2=CC1)C1=C(C=CC=C1)C)=O